ClC1=CC=C2C(=NC(N(C2=C1)C1=CC=CC=C1)=O)N(CC(=O)N(C)C)C 2-((7-chloro-2-oxo-1-phenyl-1,2-dihydroquinazolin-4-yl)(methyl)amino)-N,N-dimethylacetamide